1-(6-methyl-6,7-dihydro-5H-pyrazolo[5,1-b][1,3]oxazin-6-yl)methanol CC1(CN2C(OC1)=CC=N2)CO